tert-butyl 5-[(4-hydroxypiperidin-4-yl)methoxy]pentanoate OC1(CCNCC1)COCCCCC(=O)OC(C)(C)C